((3S,4R)-4-(3,5-difluorophenyl)-1-(2-methoxyethyl)pyrrolidin-3-yl)urea FC=1C=C(C=C(C1)F)[C@H]1[C@@H](CN(C1)CCOC)NC(=O)N